tert-butyl (4-chloro-2-(((cyanomethyl)(methyl) amino)methyl)phenyl)carbamate ClC1=CC(=C(C=C1)NC(OC(C)(C)C)=O)CN(C)CC#N